N1CCC2C1CN(C2)C(=O)[O-] 2,3,3a,4,6,6a-hexahydropyrrolo[2,3-c]pyrrole-5-carboxylate